(3R,6S)-N-((4-carbamimidoylthiophen-2-yl)methyl)-1,1-difluoro-5-azaspiro-[2.4]heptane-6-carboxamide C(N)(=N)C=1C=C(SC1)CNC(=O)[C@H]1NC[C@]2(CC2(F)F)C1